(P)-1-(5-cyano-2-methoxy-4-((1R,2R)-2-(trifluoromethyl)cyclopropyl)phenyl)-N-(isoxazol-3-yl)-N-(4-methoxybenzyl)-2-oxo-1,2-dihydroquinoline-6-sulfonamide C(#N)C=1C(=CC(=C(C1)N1C(C=CC2=CC(=CC=C12)S(=O)(=O)N(CC1=CC=C(C=C1)OC)C1=NOC=C1)=O)OC)[C@H]1[C@@H](C1)C(F)(F)F